2-(6-{5-chloro-2-[(oxan-4-yl)amino]pyrimidin-4-yl}-1-oxo-2,3-dihydro-1H-isoindol-2-yl)-N-methyl-N-(2,2,2-trifluoroethyl)-acetamide ClC=1C(=NC(=NC1)NC1CCOCC1)C1=CC=C2CN(C(C2=C1)=O)CC(=O)N(CC(F)(F)F)C